methyl (S)-6-bromo-5-cyclobutoxy-2-methyl-3,4-dihydroquinoline-1(2H)-carboxylate BrC=1C(=C2CC[C@@H](N(C2=CC1)C(=O)OC)C)OC1CCC1